1,3-bis(chloropropyl)-1,1,3,3-tetramethyldisiloxane ClCCC[Si](O[Si](C)(C)CCCCl)(C)C